3-(4-((difluoromethyl)sulfonamido)-3-(1-(4-fluorophenyl)-2-methoxyethoxy)phenyl)-5-((5-methylisoxazol-3-yl)amino)-1H-pyrazole-4-carboxamide FC(S(=O)(=O)NC1=C(C=C(C=C1)C1=NNC(=C1C(=O)N)NC1=NOC(=C1)C)OC(COC)C1=CC=C(C=C1)F)F